8-methyl-3-{2-[(piperidin-3-yl)amino]-5-(trifluoromethyl)pyrimidin-4-yl}-1H,4H,5H,6H,7H,8H,9H-pyrrolo[2,3-c]azocin-9-one CN1C(C2=C(CCCC1)C(=CN2)C2=NC(=NC=C2C(F)(F)F)NC2CNCCC2)=O